N-(1-(1H-1,2,4-triazol-3-yl)ethyl)-4-(3-fluoro-4-(trifluoromethyl)benzyl)-3-methyl-1H-pyrrole-2-carboxamide N1N=C(N=C1)C(C)NC(=O)C=1NC=C(C1C)CC1=CC(=C(C=C1)C(F)(F)F)F